Cl[O-].Cl[O-].[Ca+2] calcium di-hypochlorite